trimethylmonon-butylammonium methyl-carbonate COC([O-])=O.C[N+](CCCC)(C)C